4-isopropyl-2-(trifluoromethyl)pyrimidin-5-amine C(C)(C)C1=NC(=NC=C1N)C(F)(F)F